C(C)(C)(C)OC(=O)N1C(CCCC1)N1N=NC=2C(=NC=3C(=C(C(=CC3C21)C(F)(F)F)Br)F)SC (7-bromo-6-fluoro-4-(methylthio)-8-(trifluoromethyl)-1H-[1,2,3]triazolo[4,5-c]quinolin-1-yl)piperidine-1-carboxylic acid tert-butyl ester